CN1N=CC(=C1)C=1N=C(C=2N(C1)N=CC2)O[C@@H]2C[C@@H](CCC2)NC(OC(C)(C)C)=O |r| rac-tert-butyl ((1R,3S)-3-((6-(1-methyl-1H-pyrazol-4-yl)pyrazolo[1,5-a]pyrazin-4-yl)oxy)cyclohexyl)carbamate